BrC1=C(C=O)C(=CC=C1Br)OC 2,3-dibromo-6-methoxybenzaldehyde